(3-fluoro-4-(7-((3-(4-fluoropiperidin-1-yl) propyl) carbamoyl)-3-methylbenzo[d]imidazo[2,1-b]thiazol-2-yl) phenyl) pyrrolidine-1-carboxylate N1(CCCC1)C(=O)OC1=CC(=C(C=C1)C=1N=C2SC3=C(N2C1C)C=CC(=C3)C(NCCCN3CCC(CC3)F)=O)F